tetrahydrofuryl disulfide O1C(CCC1)SSC1OCCC1